[(4S)-1-[[3-fluoro-5-[[(1R,2R)-2-hydroxyindan-1-yl]carbamoyl]phenyl]methyl]-4-isopropyl-4-methyl-6-oxo-hexahydropyrimidin-2-ylidene]ammonium FC=1C=C(C=C(C1)C(N[C@H]1[C@@H](CC2=CC=CC=C12)O)=O)CN1C(N[C@](CC1=O)(C)C(C)C)=[NH2+]